tetraethyl (2-(bromomethyl)propane-1,3-diyl)bis(phosphonate) BrCC(CP(OCC)(OCC)=O)CP(OCC)(OCC)=O